2-[3-(4-ethylpyrazol-1-yl)-1-[2-[4-(7-methyl-2,7-diazaspiro[3.5]nonane-2-carbonyl)anilino]-[1,2,4]triazolo[1,5-a]pyridin-8-yl]azetidin-3-yl]acetonitrile C(C)C=1C=NN(C1)C1(CN(C1)C=1C=2N(C=CC1)N=C(N2)NC2=CC=C(C=C2)C(=O)N2CC1(C2)CCN(CC1)C)CC#N